Methyl 5-(N-methyl-3-(4-(methylcarbamoyl)phenyl)pyrazolo[1,5-a]pyridine-5-carboxamido)-2-(trifluoromethoxy)benzoate CN(C(=O)C1=CC=2N(C=C1)N=CC2C2=CC=C(C=C2)C(NC)=O)C=2C=CC(=C(C(=O)OC)C2)OC(F)(F)F